Rac-(R)-4-((1-(4-fluorophenyl)but-3-en-1-yl)carbamoyl)-4-hydroxypiperidine-1-carboxylic acid tert-butyl ester C(C)(C)(C)OC(=O)N1CCC(CC1)(O)C(N[C@H](CC=C)C1=CC=C(C=C1)F)=O |r|